4-(5-Methylfuran-2-yl)-2-(methylsulfonyl)pyrazolo[1,5-a][1,3,5]triazine CC1=CC=C(O1)C1=NC(=NC=2N1N=CC2)S(=O)(=O)C